C1(CC1)S(=O)(=O)NC1=NC=CC(=N1)C1(CC1)NC(C1=NC=C(C=C1)C1=NC(=CN=C1)OCC)=O N-(1-(2-(cyclopropanesulfonamido)pyrimidin-4-yl)cyclopropyl)-5-(6-ethoxypyrazin-2-yl)picolinamide